hydroxyazepane-1-carboxylic acid tert-butyl ester C(C)(C)(C)OC(=O)N1C(CCCCC1)O